cyclopropyl-(4-(3,4-dimethylpyrimidino[4',5':4,5]thieno[2,3-c]pyridazin-8-yl)piperidin-1-yl)methanone C1(CC1)C(=O)N1CCC(CC1)C1=NC=NC2=C1SC=1N=NC(=C(C12)C)C